N1C=CC=2C1=NC=C(C2)C=2N=NN(C2)CC2=CC=C(N=N2)N2C[C@@H](CCC2)NCC2CCC2 (R)-1-(6-((4-(1H-pyrrolo[2,3-b]pyridin-5-yl)-1H-1,2,3-triazol-1-yl)methyl)pyridazin-3-yl)-N-(cyclobutylmethyl)piperidin-3-amine